N-(4-iodophenyl)-2-(pyridin-2-yl)cyclopropane-1-carboxamide IC1=CC=C(C=C1)NC(=O)C1C(C1)C1=NC=CC=C1